FC1=CC(=C(C=C1C=1CN(CC1)C1=NC=NC(=C1)OC)NC(=O)C1=CNC(C=C1C(F)(F)F)=O)N1C[C@H](N([C@H](C1)C)C)C |r| N-[4-fluoro-5-[1-(6-methoxypyrimidin-4-yl)-2,5-dihydropyrrol-3-yl]-2-[rac-(3R,5S)-3,4,5-trimethylpiperazin-1-yl]phenyl]-6-oxo-4-(trifluoromethyl)-1H-pyridine-3-carboxamide